2,2,4-trichloro-1,1,1-trifluorobutane ClC(C(F)(F)F)(CCCl)Cl